N[C@H](C(=O)O)CCCCCC(=O)O l-alpha-aminosuberic acid